C1(CC1)C=1C(=NON1)C(=O)N[C@H](C=1N=C2N(N=CC(=C2)[C@H](CC)[C@H]2C(N[C@@H](C2)C(F)(F)F)=O)C1)C1CCC(CC1)(F)F |o1:20,23| 4-cyclopropyl-N-((S)-(4,4-difluorocyclohexyl)(7-((R*)-1-((3S*,5S)-2-oxo-5-(trifluoromethyl)pyrrolidin-3-yl)propyl)imidazo[1,2-b]pyridazin-2-yl)methyl)-1,2,5-oxadiazole-3-carboxamide